N1CCC(CC1)N1N=CC=C1C(=O)N (piperidin-4-yl)-1H-pyrazole-5-carboxamide